5-[(2-chlorophenyl)methoxy]-2-methylpyrazolo[1,5-a]pyridine ClC1=C(C=CC=C1)COC1=CC=2N(C=C1)N=C(C2)C